FC1(CCN(CC1)C1=NC=C(C=C1)C(F)(F)F)C(=O)NCC1=C(C(=C(C=C1)C(F)(F)F)C=1NC(C(=C(N1)C)F)=O)F 4-fluoro-N-[2-fluoro-3-(5-fluoro-4-methyl-6-oxo-1,6-dihydropyrimidin-2-yl)-4-(trifluoromethyl)benzyl]-1-[5-(trifluoromethyl)pyridin-2-yl]piperidine-4-carboxamide